CC1=CC=CC=2OC3=CC=CC=C3CC12 1-methylxanthene